FC1=CC=C(C=C1)S(=O)(=O)N1C=C(C=C1C=1C(=NC=CC1)F)CNC([2H])([2H])[2H] ((1-((4-fluorophenyl)sulfonyl)-5-(2-fluoropyridin-3-yl)-1H-pyrrol-3-yl)methyl)methane-d3-amine